O1CC(C1)C1=NNC(=N1)C1CC2(CN(C2)C(=O)N2CC3(C2)CC(C3)CC3=CC=C(C=C3)S(=O)(=O)C(F)(F)F)C1 [6-[3-(oxetan-3-yl)-1H-1,2,4-triazol-5-yl]-2-azaspiro[3.3]heptan-2-yl]-[6-(4-triflylbenzyl)-2-azaspiro[3.3]heptan-2-yl]methanone